N-(3-((6-chloro-2-(trifluoromethyl)quinolin-4-yl)amino)piperidin-1-yl)-1-methyl-1H-pyrazole-4-carboxamide ClC=1C=C2C(=CC(=NC2=CC1)C(F)(F)F)NC1CN(CCC1)NC(=O)C=1C=NN(C1)C